C(O[C@H]1C[C@H](CC1)C1=NN(C(=C1)NC1=CC(=NC(=C1)C(F)F)CCCCCN)C(C)(C)C)(OC1=CC=C(C=C1)[N+](=O)[O-])=O (1R,3S)-3-(5-((2-(5-aminopentyl)-6-(difluoromethyl)pyridin-4-yl)amino)-1-(tert-butyl)-1H-pyrazol-3-yl)cyclopentyl (4-nitrophenyl) carbonate